2-phenylethylammonium C1(=CC=CC=C1)CC[NH3+]